ClC=1C=CC2=C([C@@H](C[C@H](O2)C(=O)NC23CC(C2)(C3)N3N=CC(=C3)C(=O)N3C[C@H](CC3)OC(F)(F)F)O)C1 (2S,4R)-6-chloro-4-hydroxy-N-(3-{4-[(3S)-3-(trifluoromethoxy)pyrrolidine-1-carbonyl]-1H-pyrazol-1-yl}bicyclo[1.1.1]pentan-1-yl)-3,4-dihydro-2H-1-benzopyran-2-carboxamide